N-(5-(3-cyano-5-fluorobenzyl)pyridin-2-yl)-1-methyl-6-oxo-1,6-dihydropyridine-3-carboxamide C(#N)C=1C=C(CC=2C=CC(=NC2)NC(=O)C2=CN(C(C=C2)=O)C)C=C(C1)F